NC1=NC(=C(C=C1C=1C=C2CCNC(C2=CC1)=O)C1=CC(=C(C=C1)N1CCN(CC1)C)F)F 6-(2-amino-6-fluoro-5-(3-fluoro-4-(4-methylpiperazin-1-yl)phenyl)pyridin-3-yl)-3,4-dihydroisoquinolin-1(2H)-one